C(N)(=O)C1=CC=C(C=C1)C(CC(=O)O)O 3-(4-carbamoylphenyl)-3-hydroxypropanoic acid